N-phenyl-phenothiazine C1(=CC=CC=C1)N1C2=CC=CC=C2SC=2C=CC=CC12